methyl 5-[5-(2-{1-[(2-aminophenyl) amino]-3-azabicyclo[3.2.1]octan-3-yl} ethoxy)-1-methylpyrazol-4-yl]-1-methyl-6-oxopyridine-3-carboxylate NC1=C(C=CC=C1)NC12CN(CC(CC1)C2)CCOC2=C(C=NN2C)C2=CC(=CN(C2=O)C)C(=O)OC